[Cl-].C(CCC)[N+]1=C(C=CC=C1)CCCC 1-butyl-2-butyl-pyridinium chloride